6-(4-(4-((5-cyclopropyl-3-(2-(trifluoromethoxy)phenyl)isoxazol-4-yl)methoxy)piperidin-1-yl)phenyl)-1,2,4-triazine-3,5(2H,4H)-dione C1(CC1)C1=C(C(=NO1)C1=C(C=CC=C1)OC(F)(F)F)COC1CCN(CC1)C1=CC=C(C=C1)C=1C(NC(NN1)=O)=O